tert-butyl (4S)-4-[1-(2,6-dioxo-3-piperidyl)-3-methyl-2-oxo-benzimidazol-4-yl]-2,2-dimethyl-piperidine-1-carboxylate O=C1NC(CCC1N1C(N(C2=C1C=CC=C2[C@@H]2CC(N(CC2)C(=O)OC(C)(C)C)(C)C)C)=O)=O